Cl.ClC1=C(C=CC=C1[C@]1(NC(N(C(C1)=O)[C@H]1C[C@H](OCC1)C)=N)C)NC(=O)C1=NC=C2N1C=CC=C2 |o1:15,17| N-(2-Chloro-3-{(4S)-2-imino-4-methyl-1-[(2R*,4R*)-2-methyl-tetrahydropyran-4-yl]-6-oxo-hexahydropyrimidin-4-yl}phenyl)-imidazo[1,5-a]pyridine-3-carboxamide hydrochloride